FC(F)(F)OC([O-])=O.[Na+] sodium trifluoromethylcarbonate